C(C)OC(CCC(=O)C1=NC(=CC(=C1O)C#N)N(C)C(C1=C(C=CC=C1C)C)=O)=O 4-{4-Cyano-6-[(2,6-dimethyl-benzoyl)-N-methyl-amino]-3-hydroxy-pyridin-2-yl}-4-oxo-butyric acid ethyl ester